C(C1=CC=CC=C1)OC1=NC=CC2=CC=C(C=C12)C1=CC=C(N=N1)N(C1CC(NC(C1)(C)C)(C)C)C 6-(1-(benzyloxy)isoquinolin-7-yl)-N-methyl-N-(2,2,6,6-tetramethylpiperidin-4-yl)pyridazin-3-amine